4-chloro-1-(4-methoxyphenethyl)-1H-pyrrolo[3,2-c]quinoline ClC1=NC=2C=CC=CC2C2=C1C=CN2CCC2=CC=C(C=C2)OC